methyl 2-(3-((4-(2-(2-aminopyridin-3-yl)-6-(4-benzamidophenyl)-3H-imidazo[4,5-b]pyridin-3-yl)benzyl)carbamoyl)phenyl)acetate NC1=NC=CC=C1C1=NC=2C(=NC=C(C2)C2=CC=C(C=C2)NC(C2=CC=CC=C2)=O)N1C1=CC=C(CNC(=O)C=2C=C(C=CC2)CC(=O)OC)C=C1